((benzyloxy)carbonyl)pyrrolidine-3-carboxylic acid C(C1=CC=CC=C1)OC(=O)N1CC(CC1)C(=O)O